O1C=CC2=C1C=C(C=C2)CC21C(N(CC1C2)S(=O)(=O)C2=CC=C(C)C=C2)C(=O)NC2CCC(CC2)(C)C (benzofuran-6-ylmethyl)-N-(4,4-dimethylcyclohexyl)-3-tosyl-3-azabicyclo[3.1.0]hexane-2-carboxamide